Methyl endo-phosphate P(=O)(OC)([O-])[O-]